ClC1=NC=C(C(=C1)C=1C=NC(=CC1C(=O)NC=1SC(=NN1)OC)OC)OC 2'-chloro-5',6-dimethoxy-N-(5-methoxy-1,3,4-thiadiazol-2-yl)-[3,4'-bipyridine]-4-carboxamide